BrC1=C(C=C(C=C1)Br)C(C(=O)OC)(C)C methyl 2-(2,5-dibromophenyl)-2-methylpropanoate